OC1=CC=C(C=C1)C1(CCCCC1)C1=CC=C(C=C1)O 1,1-di(4'-hydroxyphenyl)cyclohexane